(S)-(3-(dimethylamino)-3-methylazetidin-1-yl)(2-(6-(2-ethyl-5-fluoro-4-hydroxyphenyl)-1H-indazol-3-yl)-5-propyl-4,5,6,7-tetrahydro-3H-imidazo[4,5-c]pyridin-6-yl)methanone glutaconate C(C=CCC(=O)O)(=O)O.CN(C1(CN(C1)C(=O)[C@@H]1CC2=C(CN1CCC)NC(=N2)C2=NNC1=CC(=CC=C21)C2=C(C=C(C(=C2)F)O)CC)C)C